ClC=1C(=NN(C1OC(F)F)C)N 4-chloro-5-(difluoromethoxy)-1-methyl-1H-pyrazol-3-amine